2-(5,5-difluoro-3-((4-methoxyphenyl)thio)pent-4-en-1-yl)thiophene FC(=CC(CCC=1SC=CC1)SC1=CC=C(C=C1)OC)F